7-((6-chloropyridin-2-yl)oxy)-5-methyl-3-((6-methylpyridin-2-yl)methyl)-3,5-dihydro-4H-pyridazino[4,5-b]indol-4-one ClC1=CC=CC(=N1)OC=1C=CC=2C3=C(N(C2C1)C)C(N(N=C3)CC3=NC(=CC=C3)C)=O